lithium bis(trifluoromethanesulfonyl)azanide Tert-butyl-4,4-dimethyl-5-oxohexanoate C(C)(C)(C)OC(CCC(C(C)=O)(C)C)=O.FC(S(=O)(=O)[N-]S(=O)(=O)C(F)(F)F)(F)F.[Li+]